C(C)OC(C=C(CC1=C(C=C(C(=C1)F)F)F)N)=O 3-amino-4-(2,4,5-trifluorophenyl)-butenoic acid ethyl ester